C1(=CC=C(C=C1)COC=1C=C2CCC(CC2=CC1)CN(C)C)C1=CC=CC=C1 6-(4-biphenylyl)methoxy-2-(N,N-dimethylamino)methyl-tetralin